ClC1=NN(C(C2=CC=CC(=C12)C(O)C1CC2(CN(C2)CCCC2=CC=3N(C=C2F)C=NN3)C1)=O)C chloro-5-((2-(3-(6-fluoro-[1,2,4]triazolo[4,3-a]pyridin-7-yl)propyl)-2-azaspiro[3.3]heptan-6-yl)(hydroxy)methyl)-2-methylphthalazin-1(2H)-one